(R)-N-(6-(3-(3-(2,4-bis(trifluoromethyl)phenyl)-7-fluoro-2-oxo-2,3,4,5-tetrahydro-1H-benzo[b]azepin-1-yl)prop-1-ynyl)pyridazin-3-yl)-N-(methylsulfonyl)methanesulfonamide FC(C1=C(C=CC(=C1)C(F)(F)F)[C@H]1CCC2=C(N(C1=O)CC#CC1=CC=C(N=N1)N(S(=O)(=O)C)S(=O)(=O)C)C=CC(=C2)F)(F)F